N-((2R,3S)-1-(6-(2-hydroxypropan-2-yl)pyridin-3-yl)-2-((((CIS)-4-phenylcyclohexyl)oxy)-methyl)pyrrolidin-3-yl)methanesulfonamide OC(C)(C)C1=CC=C(C=N1)N1[C@H]([C@H](CC1)NS(=O)(=O)C)CO[C@@H]1CC[C@@H](CC1)C1=CC=CC=C1